ClC1=NC=C(C(=C1)C1=C(C=NC(=C1)C)C(=O)NC=1SC(=NN1)OCC(CC)(CC)OC)OC 2'-chloro-5'-methoxy-6-methyl-N-(5-((3-methyloxypentan-3-yl)methoxy)-1,3,4-thiadiazol-2-yl)-(4,4'-bipyridine)-3-carboxamide